6-Bromo-1H-pyrrolo[3,2-c]pyridine-2-carboxylic acid methyl ester COC(=O)C1=CC=2C=NC(=CC2N1)Br